6-Amino-2-[3,5-dichloro-4-([6-chloro-5-[1-(3,3-difluorocyclobutyl)-ethyl]pyridazin-3-yl]oxy)-phenyl]-4H-1,2,4-triazine-3,5-dione NC=1C(NC(N(N1)C1=CC(=C(C(=C1)Cl)OC=1N=NC(=C(C1)C(C)C1CC(C1)(F)F)Cl)Cl)=O)=O